CN1CC(CC1=O)CN1C2=C(OCC1=O)C(=CC(=C2)C(=O)N[C@H](C)C=2C=NC(=NC2)C(F)(F)F)C=2SC(=CN2)C 4-((1-methyl-5-oxopyrrolidin-3-yl)methyl)-8-(5-methylthiazol-2-yl)-3-oxo-N-((R)-1-(2-(trifluoromethyl)pyrimidin-5-yl)ethyl)-3,4-dihydro-2H-benzo[b][1,4]oxazine-6-carboxamide